BrC=1C=C2C(C(NC2=CC1F)=O)=O 5-bromo-6-fluoroindole-2,3-dione